2-chloro-5-(1,3-dioxolan-2-yl)pyridine ClC1=NC=C(C=C1)C1OCCO1